2,2,3-trichloro-1,1,1-trifluoro-propane ClC(C(F)(F)F)(CCl)Cl